FC1=C(C(=CC(=C1)OC)F)[C@H]1[C@@H](C(NC1)=O)NC=1SC(=NN1)C1=CC=C(C=C1)F (3s,4r)-4-(2,6-difluoro-4-methoxyphenyl)-3-{[5-(4-fluorophenyl)-1,3,4-thiadiazol-2-yl]amino}pyrrolidin-2-one